CC(C(C([C@](N([2H])[2H])(C(=O)O)[2H])([2H])[2H])([2H])C)NC(N)=N dimethyl-arginine-d6